6-methyl-5-((2-(1-methyl-1H-pyrazol-4-yl)pyridin-4-yl)methyl)pyridin-2-amine CC1=C(C=CC(=N1)N)CC1=CC(=NC=C1)C=1C=NN(C1)C